C1(CC1)C(=O)NC1=NC=C(C(=O)NC)C(=C1)NC1=CSC2=C1C(N(C=C2C)C)=O 6-(Cyclopropanecarboxamido)-4-((5,7-dimethyl-4-oxo-4,5-dihydrothieno[3,2-c]pyridin-3-yl)amino)-N-methylnicotinamide